P(=O)(OCCN1CCN(CC1)C(CCCCCC)CCCCCC)(OCCCCCCCCC)O 2-[4-(1-hexylheptyl)piperazin-1-yl]ethyl nonyl hydrogen phosphate